(4-{[4-(4-bromo-phenylcarbamoyl)-bicyclo[2.2.2]octane-1-carbonyl]-amino}-benzyl)-carbamic acid tert-butyl ester C(C)(C)(C)OC(NCC1=CC=C(C=C1)NC(=O)C12CCC(CC1)(CC2)C(NC2=CC=C(C=C2)Br)=O)=O